OC1=C(C=CC(=C1)NC(=O)OC)CC(=O)OCC ethyl 2-(2-hydroxy-4-((methoxycarbonyl)amino)phenyl)acetate